N[C@H](CN1N=C(C=C1)C1=CC(=C(C#N)C=C1)Cl)C (S)-4-(1-(2-amino-n-propyl)-1H-pyrazole-3-yl)-2-chlorobenzonitrile